((4-((4-(4-(1-((4-fluorophenyl) carbamoyl) cyclopropane-1-carboxamido) phenoxy) pyrimidin-2-yl) amino) phenyl) amino)-8-oxooctanoate FC1=CC=C(C=C1)NC(=O)C1(CC1)C(=O)NC1=CC=C(OC2=NC(=NC=C2)NC2=CC=C(C=C2)NC(C(=O)[O-])CCCCCC=O)C=C1